2-[[4-(4-benzyloxy-2,3-difluoro-phenyl)-3-phenyl-pyrazol-1-yl]methoxy]ethyl-trimethyl-silane C(C1=CC=CC=C1)OC1=C(C(=C(C=C1)C=1C(=NN(C1)COCC[Si](C)(C)C)C1=CC=CC=C1)F)F